FC(C=1C=CC=2N(C3=CC=C(C=C3C2C1)C(F)(F)F)C1=NC(=CC=C1)C1=CC(=NN1)C(F)(F)F)(F)F 3,6-bis(trifluoromethyl)-9-(6-(3-(trifluoromethyl)-1H-pyrazol-5-yl)pyridin-2-yl)-9H-carbazole